(S)-3-(azetidin-1-yl)-N-(2-(2-fluorophenyl)propan-2-yl)-2-methylpropanamide N1(CCC1)C[C@@H](C(=O)NC(C)(C)C1=C(C=CC=C1)F)C